CC1=NC(=CC(=C1)C=1NC2=CC=C(C=C2C1C(C)C)C1CCN(CC1)CC(C)C)C 2-(2,6-dimethylpyridin-4-yl)-5-(1-isobutylpiperidin-4-yl)-3-isopropyl-1H-indole